2-ethylhexyl 4-methoxycinnamate COC1=CC=C(C=CC(=O)OCC(CCCC)CC)C=C1